(S)-2-fluoro-4-(2-((pyrrolidin-3-ylmethyl)amino)-6-(2-(trifluoromethyl)phenyl)quinazolin-4-yl)-2-fluorobenzonitrile FC1([C@H](C#N)C=CC(=C1)C1=NC(=NC2=CC=C(C=C12)C1=C(C=CC=C1)C(F)(F)F)NCC1CNCC1)F